N4-(benzimidazolin-2-on-5-yl)-N2-[2-(4-methylpiperazin-1-yl)pyridin-5-yl]-5-methylpyrimidine-2,4-diamine N1C(NC2=C1C=CC(=C2)NC2=NC(=NC=C2C)NC=2C=CC(=NC2)N2CCN(CC2)C)=O